COC(CN1C=NC2=C1C=C(C=C2)C=2C=C(C(N(C2)C)=O)C)C 5-[3-(2-methoxypropyl)benzimidazol-5-yl]-1,3-dimethylpyridin-2-one